12-(3-(3-fluoro-4-(trifluoromethyl)phenyl)ureido)dodecanoic acid FC=1C=C(C=CC1C(F)(F)F)NC(NCCCCCCCCCCCC(=O)O)=O